cis-4-tert-butoxycarbonylaminocyclohexanecarboxylic acid C(C)(C)(C)OC(=O)N[C@H]1CC[C@H](CC1)C(=O)O